C(C)(C)(C)N(C(O)=O)CCC1=CC2=C(SC=C2Cl)C(=C1)F.COC=1C=C2C(C(COC2=CC1)=CC1=CC(=C(C=C1)OCCCCCN1CCN(CC1)C)OC)=O 6-methoxy-3-(3-methoxy-4-((5-(4-methylpiperazin-1-yl)pentyl)oxy)benzylidene)chroman-4-one Tert-butyl-(2-(3-chloro-7-fluorobenzo[b]thiophen-5-yl)ethyl)carbamate